S1C2=C(C=C1CC=1C=C(C=CC1F)C([C@@H]([C@H]([C@@H]([C@H](CCC(=O)[O-])CC(=O)[O-])CC(=O)[O-])CC(=O)[O-])CC(=O)[O-])=O)C=CC=C2 (2r,3r,4s,5r)-6-(3-(benzo[b]thiophen-2-ylmethyl)-4-fluorophenyl)-6-oxohexane-1,2,3,4,5-penta-ylpentaacetate